5-[5-amino-7-chloro-2-[(3-fluoropyridin-2-yl)methyl]-[1,2,4]Triazolo[1,5-c]Pyrimidin-8-yl]1-methyl-1,2-dihydropyridin-2-one NC1=NC(=C(C=2N1N=C(N2)CC2=NC=CC=C2F)C=2C=CC(N(C2)C)=O)Cl